4-Amino-2-butoxy-8-(4-(4-((methylamino)methyl)phenoxy)benzyl)-7,8-dihydropteridine NC1=NC(=NC=2N(CC=NC12)CC1=CC=C(C=C1)OC1=CC=C(C=C1)CNC)OCCCC